2-(2-cyclopropylphenyl)-3-ethynylpyrrolidin C1(CC1)C1=C(C=CC=C1)C1NCCC1C#C